C(C)OC=1C=C(C(=NC1C1=CC=CC=2N(C=NC21)C)C#N)NC2=CC=C1C(=N2)CN(C12CCOCC2)C 5-ethoxy-6-(1-methyl-1H-benzo[d]imidazol-4-yl)-3-((6'-methyl-2,3,5,6,6',7'-hexahydrospiro[pyran-4,5'-pyrrolo[3,4-b]pyridin]-2'-yl)amino)picolinonitrile